C1(=CC=CC=2C3=CC=CC=C3NC12)N1C2=CC=CC=C2C=2C=CC=CC12 1,9'-bicarbazole